amino-CoA NSCCNC(CCNC([C@@H](C(COP(OP(OC[C@@H]1[C@H]([C@H]([C@@H](O1)N1C=NC=2C(N)=NC=NC12)O)OP(=O)(O)O)(=O)O)(=O)O)(C)C)O)=O)=O